6-(4-(3,3-dimethyl-2,3-dihydro-1H-pyrrolo[3,2-b]pyridine-5-carbonyl)-3,3-dimethylpiperazin-1-yl)-2,4-dimethylnicotinic acid methyl ester COC(C1=C(N=C(C=C1C)N1CC(N(CC1)C(=O)C1=CC=C2C(=N1)C(CN2)(C)C)(C)C)C)=O